6-Bromo-3-((1-((dimeth-ylamino)methyl)cyclopropyl)methoxy)-5-fluoro-N-(pyridazin-3-yl-methyl)-7,9-dihydrofuro-[3,4-f]quinazolin-1-amine BrC=1C2=C(C3=C(N=C(N=C3C1F)OCC1(CC1)CN(C)C)NCC=1N=NC=CC1)COC2